3-[2-carboxy-5-(2H-1,2,3-triazol-4-yl)benzamido]-3',4'-difluoro-[1,1'-biphenyl]-4-carboxylic acid C(=O)(O)C1=C(C(=O)NC=2C=C(C=CC2C(=O)O)C2=CC(=C(C=C2)F)F)C=C(C=C1)C1=NNN=C1